N=1C=CN2C1C=CC(=C2)C=2C=CN1N=C(N=C(C12)OC)NC1CC2(COC2)C1 5-(Imidazo[1,2-a]pyridin-6-yl)-4-methoxy-N-(2-oxaspiro[3.3]heptan-6-yl)pyrrolo[2,1-f][1,2,4]triazin-2-amine